(S)-1,4-benzodioxane-2-formic acid O1[C@@H](COC2=C1C=CC=C2)C(=O)O